4-[4-(3-amino-1,1,1-trifluoropropan-2-yl)phenyl]-3-(6-morpholin-4-ylpyridazin-4-yl)oxybenzonitrile NCC(C(F)(F)F)C1=CC=C(C=C1)C1=C(C=C(C#N)C=C1)OC1=CN=NC(=C1)N1CCOCC1